lithium 2-[2-chloro-5-(1H-imidazol-4-yl)phenyl]sulfanylacetate ClC1=C(C=C(C=C1)C=1N=CNC1)SCC(=O)[O-].[Li+]